[(2R,3S,4R,5R)-5-[2-chloro-4-[[(1S)-1-(4-chlorophenyl)ethyl]-amino]pyrrolo[2,3-d]-pyrimidin-7-yl]-3,4-dihydroxy-tetrahydro-furan-2-yl]methoxy-methylphosphonic acid ClC=1N=C(C2=C(N1)N(C=C2)[C@H]2[C@@H]([C@@H]([C@H](O2)COCP(O)(O)=O)O)O)N[C@@H](C)C2=CC=C(C=C2)Cl